4-({[4-(2-methoxyethyl)morpholin-2-yl]methyl}amino)-2-(1H-pyrrolo[2,3-b]pyridin-5-yloxy)benzamide COCCN1CC(OCC1)CNC1=CC(=C(C(=O)N)C=C1)OC=1C=C2C(=NC1)NC=C2